N-(5-((5-Cyano-4-(1-cyclopropyl-6-methoxy-1H-indol-3-yl)pyrimidin-2-yl)amino)-2-((2-(dimethylamino)ethyl)(methyl)amino)-4-methoxyphenyl)acrylamide C(#N)C=1C(=NC(=NC1)NC=1C(=CC(=C(C1)NC(C=C)=O)N(C)CCN(C)C)OC)C1=CN(C2=CC(=CC=C12)OC)C1CC1